FC1=C(C=O)C(=CC=C1B1OC(C(O1)(C)C)(C)C)F 2,6-difluoro-3-(4,4,5,5-tetramethyl-1,3,2-dioxaborolan-2-yl)benzaldehyde